C(#N)C1=CC2=C(N(C(=N2)[C@@H]2CC[C@H](CC2)CC)CCC(=O)N(CC)C2CCCCC2)C=C1 3-[5-cyano-2-(trans-4-ethylcyclohexyl)-1H-benzimidazol-1-yl]-N-cyclohexyl-N-ethylpropanamide